C(#N)C=1C(=NC=C(C(=O)NC2=CC=C3C=NN(C3=C2)C=2C=NN(C2)C)C1)C 5-Cyano-6-methyl-N-(1-(1-methyl-1H-pyrazol-4-yl)-1H-indazol-6-yl)nicotinamide